((2S,5S)-5-(hydroxymethyl)-2-methyl-4-(1-(quinoxalin-6-yl)ethyl)piperazin-1-yl)-4-methyl-2-(tetrahydro-2H-pyran-2-yl)-2,4-dihydro-5H-pyrazolo[4,3-b]pyridin-5-one OC[C@H]1N(C[C@@H](N(C1)C=1N(N=C2C1N(C(C=C2)=O)C)C2OCCCC2)C)C(C)C=2C=C1N=CC=NC1=CC2